8-[2-hydroxyethyl-(6-oxo-6-undecoxyhexyl)amino]octanoate OCCN(CCCCCCCC(=O)[O-])CCCCCC(OCCCCCCCCCCC)=O